piperidine-3-carboxylic acid ((R)-1-pyridin-3-yl-ethyl)-amide N1=CC(=CC=C1)[C@@H](C)NC(=O)C1CNCCC1